FNC1=C(C=CC=C1)C fluoro-2-methyl-aniline